ClC=1C(=NC=2CN(CCC2C1)CC1=NC2=C(N1C[C@H]1OCC1)C=C(C=C2)C(=O)O)OCC2=C(C=C(C=C2)C)Cl 2-({3-chloro-2-[(2-chloro-4-methylphenyl)methoxy]-5,6,7,8-tetrahydro-1,7-naphthyridin-7-yl}methyl)-1-{[(2S)-oxetan-2-yl]methyl}-1H-1,3-benzodiazole-6-carboxylic acid